2-((6-Chloronaphthalen-2-yl)oxy)acetic acid ClC=1C=C2C=CC(=CC2=CC1)OCC(=O)O